5-(2-methylphenyl)thiophen CC1=C(C=CC=C1)C1=CC=CS1